1-(4-hydroxybenzyl)-7-methoxy-1H-benzo[d]imidazole-5-carboxamide OC1=CC=C(CN2C=NC3=C2C(=CC(=C3)C(=O)N)OC)C=C1